ClC1=CC=C(C=C1)[C@@]1(N(C(C2=CC(=CC(=C12)F)C(=O)C=1N=CN(C1)C)=O)CC1=CC=C(C=N1)C#N)O[C@H]1COCC1 6-{[(1R)-1-(4-chlorophenyl)-7-fluoro-5-(1-methyl-1H-imidazole-4-carbonyl)-3-oxo-1-[(3R)-oxolan-3-yloxy]-2,3-dihydro-1H-isoindol-2-yl]methyl}pyridine-3-carbonitrile